COC1=C2C(=C3C(=C(C(OC3=C1)=O)CC(=O)O)C)OCO2 2-(4-methoxy-9-methyl-7-oxo-7H-[1,3]dioxolo[4,5-f]chromen-8-yl)acetic acid